rac-(R)-4-((1-((2-chloro-5-fluoro-1H-indol-6-yl)sulfonyl)pyrrolidin-3-yl)(methyl)amino)phenol ClC=1NC2=CC(=C(C=C2C1)F)S(=O)(=O)N1C[C@@H](CC1)N(C1=CC=C(C=C1)O)C |r|